CC1N(C2=C(N=CC=C2C=2C1=NSN2)N)C 4,5-dimethyl-4,5-dihydro-[1,2,5]thiadiazolo[3,4-c][1,7]naphthyridin-6-amine